BrC1=C2C(=NC(=NC2=C2C(=C1)N(N=C2)C)C(F)(F)F)Cl bromo-4-chloro-7-methyl-2-(trifluoromethyl)-7H-pyrazolo[3,4-H]quinazoline